ClC1=C(C(=O)C2=C(C(=O)O)C=CC=C2)C=CC=C1 2-(2-chlorobenzoyl)benzoic acid